5H-pyrido[3,2-b]indole-8-carboxylic acid ethyl ester C(C)OC(=O)C1=CC=2C3=C(NC2C=C1)C=CC=N3